1-(4,7-difluorobenzofuran-6-yl)-2-(methylamino)propan-1-one FC1=CC(=C(C2=C1C=CO2)F)C(C(C)NC)=O